(S)-quinuclidin-3-yl (5-(2,6-dimethoxyphenyl)-2,2-dimethyl-2,3-dihydro-1H-inden-1-yl)carbamate COC1=C(C(=CC=C1)OC)C=1C=C2CC(C(C2=CC1)NC(O[C@@H]1CN2CCC1CC2)=O)(C)C